C(=O)(OC(C)(C)C)N1CCN(CC1)C=1C(=C(C(=O)O)C=CC1)NC (4-Boc-piperazin-1-yl)-2-(methylamino)benzoic acid